(1R,3S,5S)-N-(4-([1,2,4]triazolo[1,5-a]pyrazin-6-yl)-5-(trifluoromethyl)pyridin-2-yl)-3-methyl-1-(5-methyl-1,3,4-oxadiazol-2-yl)-6-azabicyclo[3.1.1]heptane-6-carboxamide N=1C=NN2C1C=NC(=C2)C2=CC(=NC=C2C(F)(F)F)NC(=O)N2[C@H]1C[C@@H](C[C@@]2(C1)C=1OC(=NN1)C)C